C(C1=CC=CC=C1)NC(CCC(=O)N1C(C2=CC(=CC(=C2CC1)C)C)C1=CC=CC=C1)=O N-Benzyl-4-(5,7-dimethyl-1-phenyl-3,4-dihydro-1H-isoquinolin-2-yl)-4-oxobutyric acid amide